C1(=CC=CC=C1)C(=O)C1(CCCCC1)C=C phenyl-(1-vinylcyclohexyl)methanone